COC(=O)C1CN(CCC1)C1=CC=C2C(=NNC2=C1)C(NC)=O 1-(3-(methylcarbamoyl)-1H-indazol-6-yl)piperidine-3-carboxylic acid methyl ester